7-((4-tert-butyl)benzyloxy)-3-(4-methoxyphenyl)-4H-benzopyran-4-one C(C)(C)(C)C1=CC=C(COC2=CC3=C(C(C(=CO3)C3=CC=C(C=C3)OC)=O)C=C2)C=C1